(R)-1-ethyl-6-(3-(5-(3-hydroxy-1-methyl-2-oxopyrrolidin-3-yl)isoxazol-3-yl)phenyl)-1H-imidazo[4,5-c]pyridine-4-carbonitrile C(C)N1C=NC=2C(=NC(=CC21)C2=CC(=CC=C2)C2=NOC(=C2)[C@]2(C(N(CC2)C)=O)O)C#N